C1C=NC=CN1 dihydropyrazine